BrC=1C=NC2=CC=C(C=C2C1)NC(OC(C)(C)C)=O tert-butyl (3-bromoquinolin-6-yl)carbamate